ClC=1C(NN=CC1N1C[C@@H]([C@H](C1)OC1=NC=CC(=C1)C=1C(=NN(C1C)CC(C)(C)O)C)F)=O 4-chloro-5-((3S,4S)-3-fluoro-4-((4-(1-(2-hydroxy-2-methylpropyl)-3,5-dimethyl-1H-pyrazol-4-yl)pyridin-2-yl)oxy)pyrrolidin-1-yl)pyridazin-3(2H)-one